4-(4-(5-(aminomethyl)-2-oxo-oxazolidin-3-yl)phenyl)morpholine-3-one hydrochloride Cl.NCC1CN(C(O1)=O)C1=CC=C(C=C1)N1C(COCC1)=O